4-[(3-methanesulfonylpyridin-2-yl)amino]-N-(2H3)methyl-6-[(1-methyl-1H-pyrazol-3-yl)amino]pyridazine-3-carboxamide CS(=O)(=O)C=1C(=NC=CC1)NC1=C(N=NC(=C1)NC1=NN(C=C1)C)C(=O)NC([2H])([2H])[2H]